C1(=CC=CC=C1)C(C(SCCC)S(=O)(=O)C1=CC=CC=C1)=O 1-phenyl-2-(benzenesulfonyl)-2-(propylthio)ethan-1-one